COC=1C=C2C(=C(NC2=CC1)C)CC#N 2-(5-methoxy-2-methyl-1H-indol-3-yl)acetonitrile